COC1=C2C=C(NC2=CC=C1)C(=O)N1C(CCC1)C(=O)N (4-methoxy-1H-indole-2-carbonyl)pyrrolidine-2-carboxamide